biguanide n-octylamine salt C(CCCCCCC)N.NC(=N)NC(=N)N